6-((2-(6-Fluoro-4-methoxy-2-methyl-1H-indol-1-yl)ethyl)amino)pyrimidin FC1=CC(=C2C=C(N(C2=C1)CCNC1=CC=NC=N1)C)OC